phosphorus lithium oxysulfide O=S.[Li].[P]